(4-((2-(2-hydroxy-4-(1H-pyrazol-4-yl)phenyl)pyrimidin-5-yl)(methyl)amino)-2,2,6,6-tetramethylpiperidin-1-yl)propan-1-one OC1=C(C=CC(=C1)C=1C=NNC1)C1=NC=C(C=N1)N(C1CC(N(C(C1)(C)C)C(CC)=O)(C)C)C